BrC1=CC2=C(N(C(N2C2CCN(CC2)CC(F)(F)F)=O)CC2=NC=C(C=C2)C=2OC(=NN2)C(F)F)C=C1F 5-bromo-1-((5-(5-(difluoromethyl)-1,3,4-oxadiazole-2-yl)pyridine-2-yl)methyl)-6-fluoro-3-(1-(2,2,2-trifluoroethyl)piperidine-4-yl)-1,3-dihydro-2H-benzo[d]imidazole-2-one